FC(CCNC1CCC=2C=C(C(=C(C2C1)F)N1CC(NS1(=O)=O)=O)O)F 5-{7-[(3,3-difluoropropyl)amino]-1-fluoro-3-hydroxy-5,6,7,8-tetrahydronaphthalen-2-yl}-1λ6,2,5-thiadiazolidine-1,1,3-trione